P(=O)([O-])(F)F.[Li+].[Li+].P(=O)([O-])(F)F lithium lithium difluorophosphate